ClC=1C=C(C=CC1)C#CC=1C=C2CCC(C2=CC1)N1CCC(CC1)C(=O)OC methyl 1-(5-((3-chlorophenyl)ethynyl)-2,3-dihydro-1H-inden-1-yl)piperidine-4-carboxylate